S1C(=NN=C1)C=1C(=C2C(=NC1)NC=C2)NC=2CN(C=C(C2)C)C(CC#N)=O 3-((3R,5S)-3-((5-(1,3,4-thiadiazol-2-yl)-1H-pyrrolo[2,3-b]pyridin-4-yl)amino)-5-methylpyridin-1-yl)-3-oxopropanenitrile